C(=O)(OC(C)(C)C)C(C(=O)OCC)=CCN ethyl 2-Boc-aminomethylacrylate